NC=1C=C(C=2C(C3=CC=C(C=C3CC2C1)N)=N)C=C 3,6-diamino-1-vinylanthracen-9(10H)-one imine